FC=1C(=C(C=CC1)C1CCC2(CN(C2)C(=O)C2CC(C2)(C)O)CC1)C (7-(3-Fluoro-2-methylphenyl)-2-azaspiro[3.5]nonan-2-yl)((1s,3s)-3-hydroxy-3-methylcyclobutyl)methanone